[C@@H]12OC[C@@H](N(C1)C=1C=CC(=NC1)NN1CC=3C(=NC=CC3C1=O)C1=C3C(=NC=C1)N(C=C3)C)C2 ((5-((1S,4S)-2-oxa-5-azabicyclo[2.2.1]hept-5-yl)pyridin-2-yl)amino)-4-(1-methyl-1H-pyrrolo[2,3-b]pyridin-4-yl)-2,3-dihydro-1H-pyrrolo[3,4-c]pyridin-1-one